2-chloro-4-{[4-(dimethylamino)benzyl]amino}pyrimidin-5-carboxamide ClC1=NC=C(C(=N1)NCC1=CC=C(C=C1)N(C)C)C(=O)N